Cl.ClC1=CC=C(C(=O)O)C=C1F 4-chloro-5-fluorobenzoic acid hydrochloride